dihexyl (E)-fumarate C(\C=C\C(=O)OCCCCCC)(=O)OCCCCCC